[I-].C[N+]1=CC=CC=C1 1-methylpyridine-1-ium iodide